BrC1=CN(C2=CC(=CC=C12)C1=NC=CC=C1)C(=O)OC(C)(C)C tert-butyl 3-bromo-6-(pyridin-2-yl)-1H-indole-1-carboxylate